tert-Butyl N-[5-[[2-[2-(6-amino-3-pyridyl)-5-methyl-1-piperidyl]-2-oxo-acetyl]amino]-3-methyl-2-pyridyl]carbamate NC1=CC=C(C=N1)C1N(CC(CC1)C)C(C(=O)NC=1C=C(C(=NC1)NC(OC(C)(C)C)=O)C)=O